NC=1C(=C(C=CC1)[C@]1(N/C(/N(C(C1)=O)C1COCCC1)=N\C(OC(C)(C)C)=O)C)Cl tert-Butyl (NE)-N-[(4S)-4-(3-amino-2-chlorophenyl)-4-methyl-6-oxo-1-(tetrahydropyran-3-yl)hexahydropyrimidin-2-ylidene]carbamate